ClC=1C(=NC(=NC1)NC1=C(C=C(C=C1)N1C[C@H]2CC[C@@H](C1)N2C)CC)NCCCN2C(CCC2)=O 1-(3-((5-chloro-2-((2-ethyl-4-((1R,5S)-8-methyl-3,8-diazabicyclo[3.2.1]octan-3-yl)phenyl)amino)pyrimidin-4-yl)amino)propyl)pyrrolidin-2-one